C(CCCCCCCCCCCC=CCCCCCCCC)(=O)N docos-13-enamide